FC(C1=CC=C(C(=N1)CC)S(=O)(=O)N1CC2(CN(C2)C2CCC(CC2)(O)C)C1)F (1s,4s)-4-(6-((6-(difluoromethyl)-2-ethylpyridin-3-yl)sulfonyl)-2,6-diazaspiro[3.3]heptan-2-yl)-1-methylcyclohexan-1-ol